B(O)(O)OCCCCCC hexanol borate